ClC1=CC=C(C=C1)C1=C(CCC(C1)(C)C)CN1CC(N(CC1)CC=1C(=C2CN(C(C2=CC1)=O)C1C(NC(CC1)=O)=O)F)CF 3-(5-((4-((4'-chloro-5,5-dimethyl-3,4,5,6-tetrahydro-[1,1'-biphenyl]-2-yl)methyl)-2-(fluoromethyl)piperazin-1-yl)methyl)-4-fluoro-1-oxoisoindolin-2-yl)piperidine-2,6-dione